[C-]#N.C(CCCCC)[NH+]1C(CCC1)C 1-Hexyl-2-methylpyrrolidinium cyanide